ClC=1C(=NC2=CC(=C(N=C2C1N[C@H](C)C=1C=C(C#N)C=CC1F)C=1C=NC(=CC1C)P(=O)(C)C)F)C 3-[(1R)-1-({3-chloro-6-[6-(dimethylphosphoryl)-4-methylpyridin-3-yl]-7-fluoro-2-methyl-1,5-naphthyridin-4-yl}amino)ethyl]-4-fluorobenzonitrile